NC=1N=C(C2=C(N1)C=NN2CC2=C(C=CC(=C2)CN2CCN(CC2)C)OC)N[C@H](CCO)CCC (S)-3-((5-amino-1-(2-methoxy-5-((4-methylpiperazin-1-yl)methyl)benzyl)-1H-pyrazolo[4,3-d]pyrimidin-7-yl)amino)hexan-1-ol